N-(3-methylbut-2-en-1-yl)-N-(1,3-dimethyl-2,4-dioxo-1,2,3,4-tetrahydropyrimidin-5-yl)-3-chloropropanamide CC(=CCN(C(CCCl)=O)C=1C(N(C(N(C1)C)=O)C)=O)C